OC1=CC=C(C(NCC(=O)O)=O)C=C1 4-Hydroxyhippuric acid